C(C)N1N=C2N=C(C=NC2=C1)N[C@@H](C)C=1C=C(C=CC1)NC(C1=CC=C(C=C1)C(F)(F)F)=O (S)-N-(3-(1-((2-ethyl-2H-pyrazolo[3,4-b]pyrazin-6-yl)amino)ethyl)phenyl)-4-(trifluoromethyl)benzamide